(Z)-methyl 3-bromo-6-(((dimethylamino)methylene)amino)-5-fluoropicolinate BrC=1C(=NC(=C(C1)F)\N=C/N(C)C)C(=O)OC